5-(1-ethyl-2-oxo-3H-indol-6-yl)thieno[3,2-b]thiophen C(C)N1C(CC2=CC=C(C=C12)C1=CC=2SC=CC2S1)=O